FC=1C=C(C=C(C1)F)[C@H]1N(OCC1)C(=O)[C@@H]1CC[C@H](CC1)COC=1C=CC(=C(C#N)C1)F trans-5-((4-((S)-3-(3,5-difluorophenyl)isoxazolidine-2-carbonyl)cyclohexyl)methoxy)-2-fluorobenzonitrile